CN(C\C=C/1\C(N(CC1C)C=1C=CC=2N=CN=C(C2N1)NC1=CC(=C(C=C1)OC1=CC=2N(C=C1)N=CN2)C)=O)C (3E)-3-[2-(dimethylamino)ethylidene]-4-methyl-1-{4-[(3-methyl-4-{[1,2,4]triazolo[1,5-a]pyridin-7-yloxy}phenyl)amino]pyrido[3,2-d]pyrimidin-6-yl}pyrrolidin-2-one